5-(2-bromo-3-(9H-carbazol-9-yl)phenyl)-5H-benzo[b]carbazole BrC1=C(C=CC=C1N1C2=CC=CC=C2C=2C=CC=CC12)N1C2=CC=CC=C2C=2C=C3C(=CC12)C=CC=C3